C1=NC=C(C2=CC=CC=C12)N1C(N(CC1C#N)C=1C(=NC=C(C1)C(F)(F)F)OC)=O 3-(isoquinolin-4-yl)-1-(2-methoxy-5-(trifluoromethyl)pyridin-3-yl)-2-oxoimidazoline-4-carbonitrile